C12N(CC(NC1)C2)CC2=CC=1C(C3=CC=C(C=C3NC1C=C2)OC)(C)C 2-((2,5-diazabicyclo[2.2.1]heptan-2-yl)methyl)-6-methoxy-9,9-dimethyl-9,10-dihydroacridine